C1(CC1)CC(C(=O)O)C(=O)NCC1=CC(=CC=C1)OC 2-(cyclopropylmethyl)-3-((3-methoxybenzyl)amino)-3-oxopropanoic acid